F[C@H]1CNCC[C@H]1OC1=CC=C2CN(C(C2=C1)=O)C 6-(((3S,4R)-3-fluoropiperidin-4-yl)oxy)-2-methylisoindolin-1-one